[(4S)-5,5-difluoro-1-(oxan-2-yl)-3-(trifluoromethyl)-6,7-dihydro-4H-indazol-4-yl] benzoate C(C1=CC=CC=C1)(=O)O[C@H]1C=2C(=NN(C2CCC1(F)F)C1OCCCC1)C(F)(F)F